FC=1C(=NC=CC1)C=1N=NNC1 4-(3-fluoropyridin-2-yl)-1H-1,2,3-triazol